C(=O)C1CCC(CC1)N1N=C2C=C(C(=CC2=C1)NC(=O)C1=NC(=CN=C1)C(F)(F)F)C N-[2-(4-formylcyclohexyl)-6-methyl-indazol-5-yl]-6-(trifluoromethyl)pyrazine-2-carboxamide